1-(6-bromo-5-fluoro-3,4-dihydro-1H-isoquinolin-2-yl)-2,2,2-trifluoro-ethanone BrC=1C(=C2CCN(CC2=CC1)C(C(F)(F)F)=O)F